N1=NC=CC2=C1N=CC=N2 pyrazino-pyridazine